C(CC)C(COC(CCCCC(=O)OCC(CCCCC)CCC)=O)CCCCC adipic acid di(2-propyl heptyl) ester